CN(C=1C2=C(NC(N1)=O)C=NN2C)C 7-(dimethylamino)-1-methyl-1,4-dihydro-5H-pyrazolo[4,3-d]pyrimidin-5-one